O[C@@H]([C@H](C)O)C1=CC(=C(C=N1)C1=NC=C2C=C(N=CC2=C1)NC(=O)C1CC1)C N-(7-(6-((1R,2S)-1,2-dihydroxypropyl)-4-methylpyridin-3-yl)-2,6-naphthyridin-3-yl)cyclopropanecarboxamide